C1(CC(C)O1)=O β-butyrolactone